C(#N)C1=NC(=C2C=C(N=CC2=C1)N[C@H]1C[C@@H](CC1)NC(OC(C)(C)C)=O)NC(C)C Tert-butyl ((1R,3R)-3-((7-cyano-5-(isopropylamino)-2,6-naphthyridin-3-yl)amino)cyclopentyl)carbamate